tert-butyl 6-(4-fluoro-benzyl)-3,3-dimethyl-2,3-dihydro-pyrrolo[3,2-b]pyridine-1-carboxylate FC1=CC=C(CC=2C=C3C(=NC2)C(CN3C(=O)OC(C)(C)C)(C)C)C=C1